[NH4+].[Re+4].ClC1=C(C=C(C=C1)NC(CC1=NC=C(C=C1)C1=CC=2N(C=C1)N=CN2)=O)C(F)(F)F N-[4-Chloro-3-(trifluoromethyl)phenyl]-2-[5-([1,2,4]triazolo[1,5-a]pyridin-7-yl)pyridin-2-yl]acetamide rhenium ammonium salt